OC[C@]12CN([C@H](CN1)C2)C(=O)OC(C)(C)C tert-butyl (1S,4S)-4-(hydroxymethyl)-2,5-diazabicyclo[2.2.1]heptane-2-carboxylate